NC1=NN2C(C=C(C=C2)C=2C(=C(C(=O)NC(C)CC(O)C3=CC=C(C=C3)F)C(=CC2)C)F)=N1 3-(2-amino-[1,2,4]triazolo[1,5-a]pyridin-7-yl)-2-fluoro-N-(4-(4-fluorophenyl)-4-hydroxybut-2-yl)-6-methylbenzamide